C(C)O\N=C(\C=1SC=CC1)/C=1OC2=C(C1)C=CC=C2 (E)-benzofuran-2-yl-(thiophen-2-yl)methanone O-ethyloxime